(S)-4-oxo-4-((1-oxo-1-(((phenyl-d5)methyl)amino)propan-2-yl)amino)butanoic acid O=C(CCC(=O)O)N[C@H](C(NCC1=C(C(=C(C(=C1[2H])[2H])[2H])[2H])[2H])=O)C